1-ethyl-N-((5-(2-methoxypyridin-4-yl)-2,3-dihydro-1H-inden-4-yl)carbamoyl)azetidine-3-sulfonamide C(C)N1CC(C1)S(=O)(=O)NC(NC1=C2CCCC2=CC=C1C1=CC(=NC=C1)OC)=O